(1S,2S)-N-[1-ethyl-2-(2-methoxypyridin-3-yl)pyrrolo[2,3-c]pyridin-5-yl]-2-fluorocyclopropane-1-carboxamide C(C)N1C(=CC=2C1=CN=C(C2)NC(=O)[C@H]2[C@H](C2)F)C=2C(=NC=CC2)OC